O[C@@H](CCOC(CC(C)O)=O)C 3-hydroxybutyric acid (R)-3-hydroxybutyl ester